C(C)(=O)C1=NC=C(C=N1)COC1=CC=C(C=C1)C(C)(C)C1=CC=C(OCCCCCCCCOCCCCNC=2C=C3C(N(C(C3=CC2)=O)C2C(NC(CC2)=O)=O)=O)C=C1 5-((4-((8-(4-(2-(4-((2-acetylpyrimidin-5-yl)methoxy)phenyl)propan-2-yl)phenoxy)octyl)oxy)butyl)amino)-2-(2,6-dioxopiperidin-3-yl)isoindole-1,3-dione